2-amidinopropane ethyl-2-(5-chloro-2-methoxy-phenyl)-2-[3-nitro-5-(trifluoromethyl)-2-pyridyl]acetate C(C)OC(C(C1=NC=C(C=C1[N+](=O)[O-])C(F)(F)F)C1=C(C=CC(=C1)Cl)OC)=O.C(N)(=N)C(C)C